1-[2-fluoro-4-(2-methylsulfinylethoxy)phenyl]piperazine FC1=C(C=CC(=C1)OCCS(=O)C)N1CCNCC1